NC[C@@H]1C[C@H](C1)C(=O)N1[C@H](C2=CC=CC=C2CC1)C1=CC=C(C=C1)F (trans-3-(aminomethyl)cyclobutyl)((S)-1-(4-fluorophenyl)-3,4-dihydroisoquinolin-2(1H)-yl)methanone